5-tert-butyl 1-methyl N-[(benzyloxy)carbonyl]-4-oxo-D-glutamate C(C1=CC=CC=C1)OC(=O)N[C@H](CC(C(=O)OC(C)(C)C)=O)C(=O)OC